OCC1=CC=C(C=C1)C=1C=C(C=C(C1)OCCC(F)(F)F)C(=O)N1CCN(CC1)C=1OC=2C(=NC(=CC2)C)N1 [3-[4-(hydroxymethyl)phenyl]-5-(3,3,3-trifluoropropoxy)phenyl]-[4-(5-methyl-[1,3]oxazolo[4,5-b]pyridin-2-yl)piperazin-1-yl]methanone